C(C)OC(C(C(=O)O)(C)CC1(CC1)F)=O 3-ethoxy-2-((1-fluorocyclopropyl)methyl)-2-methyl-3-oxopropanoic acid